NC(CC[Si](OCCC)(OCCC)OCCC)C γ-Aminobutyltripropoxysilane